C(C)NC(C1=C(C(=CC=C1)F)SC1=CC=C2C(=NN(C2=C1)C1OCCCC1)\C=C\C=1C=NN(C1)CCCN1CCCC1)=O N-ethyl-3-fluoro-2-[3-[(trans)-2-[1-(3-pyrrolidin-1-ylpropyl)pyrazol-4-yl]vinyl]-1-Tetrahydropyran-2-yl-Indazol-6-yl]sulfanylbenzamide